(1R,3S)-3-(8-amino-1-{4-[(4-cyclopropylpyridin-2-yl)carbamoyl]-2-fluorophenyl}imidazo[1,5-a]pyrazin-3-yl)-1-methylcyclohexanecarboxylic acid NC=1C=2N(C=CN1)C(=NC2C2=C(C=C(C=C2)C(NC2=NC=CC(=C2)C2CC2)=O)F)[C@@H]2C[C@@](CCC2)(C(=O)O)C